3-[4-chloro-5-(hydroxymethyl)-3-(trifluoromethyl)pyrazol-1-yl]-N-(2,2-difluoro-1,3-benzodioxol-5-yl)-N-methyl-benzamide ClC=1C(=NN(C1CO)C=1C=C(C(=O)N(C)C2=CC3=C(OC(O3)(F)F)C=C2)C=CC1)C(F)(F)F